BrC=1C=C2C(=NC=NC2=CC1)CC 6-bromo-4-ethyl-quinazoline